FC=1C=NN(C1S(=O)[O-])COCC[Si](C)(C)C.[Li+] lithium 4-fluoro-1-((2-(trimethylsilyl) ethoxy) methyl)-1H-pyrazole-5-sulfinate